N1,N5-dimethoxy-N1,N5-dimethylglutaramide CON(C(CCCC(=O)N(C)OC)=O)C